(Z)-3-(4-(4-(aminomethyl)-1-oxo-1,2-dihydro-phthalazin-6-yl)-1-methyl-1H-pyrazol-5-yl)-2-(4-methoxyphenyl)acrylonitrile NCC1=NNC(C2=CC=C(C=C12)C=1C=NN(C1\C=C(/C#N)\C1=CC=C(C=C1)OC)C)=O